tert-butyl 3-((6-(3-fluoro-1-tosyl-1H-indol-6-yl)-5-methylpyridazin-3-yl)(hydroxy)methyl)piperidine-1-carboxylate FC1=CN(C2=CC(=CC=C12)C1=C(C=C(N=N1)C(C1CN(CCC1)C(=O)OC(C)(C)C)O)C)S(=O)(=O)C1=CC=C(C)C=C1